ClC1=CC(=C(C=C1C#N)NS(=O)(=O)C=1C=C(C(=O)O)C=CC1C1CC1)OC1CC(CC1)(F)F 3-(N-(4-chloro-5-cyano-2-((3,3-difluorocyclopentyl)oxy)phenyl)sulfamoyl)-4-cyclopropylbenzoic acid